iridium-ruthenium oxygen 2-fluoro-N-(5-(4-oxo-4H-chromen-3-yl)-1,3,4-thiadiazol-2-yl)benzamide di-n-butyl-2,3-diisobutylmaleate C(CCC)OC(\C(=C(/C(=O)OCCCC)\CC(C)C)\CC(C)C)=O.FC1=C(C(=O)NC=2SC(=NN2)C2=COC3=CC=CC=C3C2=O)C=CC=C1.[O].[Ru].[Ir]